N-(2-(5-(((3R,4S,5R)-3,4-dihydroxy-5-methoxy-6,6-dimethyltetrahydro-2H-pyran-2-yl)oxy)-3'-(morpholinomethyl)-[1,1'-biphenyl]-2-yl)ethyl)acetamide O[C@H]1C(OC([C@@H]([C@H]1O)OC)(C)C)OC=1C=CC(=C(C1)C1=CC(=CC=C1)CN1CCOCC1)CCNC(C)=O